3-((2R,3S,4R,5R)-3-fluoro-4-hydroxy-5-(hydroxymethyl)tetrahydrofuran-2-yl)pyrimidine-2,4(1H,3H)-dione F[C@@H]1[C@@H](O[C@@H]([C@H]1O)CO)N1C(NC=CC1=O)=O